C(C(=C)C)(=O)OC1=CC=CC2=CC3=CC4=CC=CC=C4C=C3C=C12 tetracenyl methacrylate